tert-Butyl 4-[4-[3-[[2-chloro-6-[3-[2-[1-(trifluoromethyl)cyclopropyl] ethoxy]pyrazol-1-yl]pyridine-3-carbonyl] sulfamoyl]phenyl]butyl]-2,2-dimethyl-pyrrolidine-1-carboxylate ClC1=NC(=CC=C1C(=O)NS(=O)(=O)C=1C=C(C=CC1)CCCCC1CC(N(C1)C(=O)OC(C)(C)C)(C)C)N1N=C(C=C1)OCCC1(CC1)C(F)(F)F